N-[4-amino-2-(2-trimethylsilylethoxymethyl)pyrazolo[4,3-c]pyridin-7-yl]-N'-benzyl-N'-(3-pyridylmethyl)oxamide NC1=NC=C(C=2C1=CN(N2)COCC[Si](C)(C)C)NC(=O)C(=O)N(CC=2C=NC=CC2)CC2=CC=CC=C2